COC(=O)[C@@H]1[C@@H](CC1)NC(=O)OCC1=CC=CC=C1.C(C)N(CC)CCNC(C=C)=O N-(diethylamino)ethyl-acrylamide methyl-(1S,2R)-2-(((benzyloxy)carbonyl)amino)cyclobutane-1-carboxylate